3-fluoro-5-(5-methyl-1,3-thiazol-2-yl)benzonitrile FC=1C=C(C#N)C=C(C1)C=1SC(=CN1)C